(5,5-dimethyl-1,3-dioxan-2-yl)-5-fluoro-N-(3-(4-(pyrrolidin-1-yl)phenyl)-1,2,4-thiadiazol-5-yl)benzamide CC1(COC(OC1)C1=C(C(=O)NC2=NC(=NS2)C2=CC=C(C=C2)N2CCCC2)C=C(C=C1)F)C